2-amino-N-[(2S)-butan-2-yl][1,2,4]triazolo[1,5-a]pyridine-8-carboxamide NC1=NN2C(C(=CC=C2)C(=O)N[C@@H](C)CC)=N1